CC=1NC(CC(N1)=O)=O methyl-4,6-pyrimidinedione